2,2-dimethyl-1,3-propanediol diisobutyrate C(C(C)C)(=O)OCC(COC(C(C)C)=O)(C)C